5-ethyneyl-6-fluoronaphthalen-2-ol C(#C)C1=C2C=CC(=CC2=CC=C1F)O